OCC[C@@H](C1=NC=CC=C1)NC(=O)C1=CC2=CC=CC(=C2C=C1)C1=CC=C(C=C1)C(F)(F)F (S)-N-(3-hydroxy-1-(pyridin-2-yl)propyl)-5-(4-(trifluoromethyl)phenyl)-2-naphthamide